C(C)N(C(OCC=1C2=CC=CC=C2C=C2C=CC=CC12)=O)CC 9-anthrylmethyl N,N-diethylcarbamate